α-[[(3-Methylcyclohexyl)amino]methyl]benzenemethanol CC1CC(CCC1)NCC(O)C1=CC=CC=C1